Cl.CNC1(CC1)C=1N=COC1 N-methyl-1-(oxazol-4-yl)cyclopropan-1-amine hydrochloride